C(C)N1C2=CC=CC=C2C=2C=C(C=CC12)C=CC1=CC=C(C=C1)C1=CC=C(C=C1)C=CC=1C=CC=2N(C3=CC=CC=C3C2C1)CC 4,4'-bis(9-ethyl-3-carbazolyl-vinyl)-1,1'-biphenyl